butyl 1-oxo-7-azaspiro[3.5]nonane-7-carboxylate O=C1CCC12CCN(CC2)C(=O)OCCCC